Ethyl 2-bromoacetate BrCC(=O)OCC